NC1=C2N=C(N(C2=NC(=N1)OCCCO)CC=1C=C(CP(OC)(O)=O)C=CC1)Br methyl hydrogen (3-((6-amino-8-bromo-2-(3-hydroxypropoxy)-9H-purin-9-yl)methyl)benzyl)phosphonate